(S)-7-(7-amino-5,7-dihydro-spiro[cyclopenta[c]pyridin-6,4'-piperidin]-1'-yl)-3-(2,3-dichlorophenyl)pteridine-2,4(1H,3H)-dione N[C@@H]1C=2C=NC=CC2CC12CCN(CC2)C2=CN=C1C(N(C(NC1=N2)=O)C2=C(C(=CC=C2)Cl)Cl)=O